BrC1=CC=C(C=C1)N1CCN(CC1)C1CCN(CC1)C1=C(C=C(C=C1)C1C(NC(CC1)=O)=O)F 3-(4-(4-(4-(4-Bromophenyl)piperazin-1-yl)piperidin-1-yl)-3-fluorophenyl)piperidine-2,6-dione